(4-(2-(2-aminopyrimidin-4-yl)pyridin-4-yl)-3-fluorophenyl)-1-(4-fluorophenyl)-6-methyl-2-keto-1,2-dihydropyridine-3-carboxamide NC1=NC=CC(=N1)C1=NC=CC(=C1)C1=C(C=C(C=C1)C1=C(C(N(C(=C1)C)C1=CC=C(C=C1)F)=O)C(=O)N)F